C(C)(C)(C)N1CC=C(C=C1)NCC(CCCCCCCCCCCCCC)C1=C(C=CC=C1)C#N N-tert.-Butyl-4-[[2-(2-cyanophenyl)cetyl]amino]pyridin